[Pd+2].C(C=C)C1=CC=CC1 allyl-(cyclopentadiene) palladium (II)